Methyl 4-(4-((6-(3-(difluoromethyl)bicyclo[1.1.1]pentan-1-yl)spiro[3.5]non-6-en-7-yl)methyl)piperazin-1-yl)benzoate FC(C12CC(C1)(C2)C=2CC1(CCC1)CCC2CN2CCN(CC2)C2=CC=C(C(=O)OC)C=C2)F